8-chloro-1-(2,6-dichlorophenyl)-5-(2,3-dihydroxypropoxy)-2-(hydroxymethyl)-1,6-naphthyridin-4(1H)-one ClC=1C=NC(=C2C(C=C(N(C12)C1=C(C=CC=C1Cl)Cl)CO)=O)OCC(CO)O